2-{3-[2-amino-6-(3,6-dihydro-2H-thiopyran-4-yl)-7H-pyrrolo[2,3-d]pyrimidin-4-yl]-2-(hydroxymethyl)phenyl}-6-cyclopropyl-8-fluoroisoquinolin-1(2H)-one NC=1N=C(C2=C(N1)NC(=C2)C=2CCSCC2)C=2C(=C(C=CC2)N2C(C1=C(C=C(C=C1C=C2)C2CC2)F)=O)CO